ClC=1C=C(C=C(C1)Cl)NC(=O)NC1=C(C=CC(=C1)Cl)CO 1-(3,5-dichlorophenyl)-3-(5-chloro-2-hydroxymethylphenyl)urea